1-methyl-6-(2-(4-methylpiperazin-1-yl)ethoxy)-1H-indole CN1C=CC2=CC=C(C=C12)OCCN1CCN(CC1)C